tert-butyl cyclohexyl peroxy dicarbonate C(OC(C)(C)C)(OOOOC(OC1CCCCC1)=O)=O